CC1OC2=C(NC1=O)C=C(C=C2)NC(NC2=CC=CC=C2)=O 3-(2-methyl-3-oxo-3,4-dihydro-2H-1,4-benz-oxazin-6-yl)-1-phenylurea